C(CC(O)(C(=O)OC(C(C)C)CC)CC(=O)OC(C(C)C)CC)(=O)OC(C(C)C)CC Tri(2-methyl-3-pentyl) citrate